2-((1-Amino-4,4-difluorocyclohexyl)methoxy)-5-(2-(difluoromethyl)pyridin-4-yl)benzonitrile NC1(CCC(CC1)(F)F)COC1=C(C#N)C=C(C=C1)C1=CC(=NC=C1)C(F)F